BrC1=CC=C(COC2=CC3=C(C(=CC(O3)=O)C(F)(F)F)C=C2N2CCCC2)C=C1 7-((4-bromobenzyl)oxy)-6-(pyrrolidin-1-yl)-4-trifluoromethyl-2H-1-benzopyran-2-one